Cl.ClCC=1N2C(SC1)=NC(C2)C2=CC=C(C=C2)Cl 3-(chloromethyl)-6-(4-chlorophenyl)-5,6-dihydroimidazo[2,1-b]Thiazole hydrochloride